ClC1=CC=C(C=C1)NC=1SC=C(N1)C(N)=S 2-((4-chlorophenyl)amino)thiazole-4-thiocarboxamide